ClC=1C=C2C(=NC1OC)C(=C(N2C)C2=NC(=NN2)CN(C)C)N2C=NC=C2 1-(5-(6-chloro-3-(1H-imidazol-1-yl)-5-methoxy-1-methyl-1H-pyrrolo[3,2-b]pyridin-2-yl)-1H-1,2,4-triazol-3-yl)-N,N-dimethylmethanamine